C(#N)[C@H]1N(CSC1)C(CNC(=O)C1=CC=NC2=CC=C(C=C12)N1C[C@@H](CC1)OC)=O N-(2-((R)-4-Cyanothiazolidin-3-yl)-2-oxoethyl)-6-((R)-3-methoxy-pyrrolidin-1-yl)quinoline-4-carboxamide